(R)-3-((5-chloro-1H-indol-2-yl)methyl)-1-(1-(5-fluoropyrimidine-2-carbonyl)piperidin-3-yl)-1-methylurea ClC=1C=C2C=C(NC2=CC1)CNC(N(C)[C@H]1CN(CCC1)C(=O)C1=NC=C(C=N1)F)=O